ClC=1C(=CC(=NC1)C#N)C=1NC2=CC(=CC(=C2C(C1)=O)F)F 5-chloro-4-(5,7-difluoro-4-oxo-1,4-dihydroquinolin-2-yl)picolinonitrile